C(C)OC(=O)C1=C(C2=C(S1)C(=CC=C2OC)F)C2=NC1=C(N2CCN2C(=NC3=C2C=CC(=C3)C(N)=O)C=3C2=C(SC3C(=O)OCC)C(=CC=C2OC)F)C=CC(=C1)C(N)=O.COC1=CC=C2C=C(C=C(C2=C1)CCNC(C)=O)[2H] N-(2-(7-methoxynaphthalen-1-yl-3-d)ethyl)acetamide diethyl-3,3'-(ethane-1,2-diylbis(5-carbamoyl-1H-benzo[d]imidazole-1,2-diyl))bis(7-fluoro-4-methoxybenzo[b]thiophene-2-carboxylate)